bis((2-oxo-1,3-dioxolan-4-yl)methyl)10,10'-(propane-1,3-diylbis(sulfanediyl))distearate O=C1OCC(O1)COC(CCCCCCCCC(CCCCCCCC)SCCCSC(CCCCCCCCC(=O)OCC1OC(OC1)=O)CCCCCCCC)=O